NC(C(=O)O)C(CC1=CC=CC=C1)(C)O α-amino-β-hydroxy-β-methylbenzenebutanoic acid